4-(1-Methyl-4-(trifluoromethyl)-1H-imidazol-2-yl)benzylamine CN1C(=NC(=C1)C(F)(F)F)C1=CC=C(CN)C=C1